BrC=1C=C2C(=NC1Cl)CN(C2=O)C 3-Bromo-2-chloro-6-methyl-6,7-dihydro-5H-pyrrolo[3,4-b]pyridin-5-one